C(#N)C1CC2(C1)C[C@H](N(CC2)CC2=C1C=CNC1=C(C=C2OC)C)C2=C(C=C(C(=O)NCC1COC1)C=C2)F 4-((2R,4r,6S)-2-cyano-7-((5-methoxy-7-methyl-1H-indol-4-yl)methyl)-7-azaspiro[3.5]nonan-6-yl)-3-fluoro-N-(oxetan-3-ylmethyl)benzamide